N-(4,6-dimorpholinopyridin-2-yl)-7-methoxy-6-nitroquinazolin-4-amine O1CCN(CC1)C1=CC(=NC(=C1)N1CCOCC1)NC1=NC=NC2=CC(=C(C=C12)[N+](=O)[O-])OC